4-((2-((2,2-dimethylazetidin-1-yl)methyl)-3-fluorobenzyl)amino)-2,6-difluoro-N-(thiazol-4-yl)benzenesulfonamide CC1(N(CC1)CC1=C(CNC2=CC(=C(C(=C2)F)S(=O)(=O)NC=2N=CSC2)F)C=CC=C1F)C